O1[C@H](CCC1)COS(=O)(=O)C1=CC=C(C=C1)C 4-Methylbenzenesulfonic acid (2R)-tetrahydrofuran-2-ylmethyl ester